O[C@H]1C[C@H](C1)C1=NOC(=N1)C12CC(C1)(C2)NC(OC(C)(C)C)=O tert-butyl (3-(3-(cis-3-hydroxycyclobutyl)-1,2,4-oxadiazol-5-yl)bicyclo[1.1.1]pentan-1-yl)carbamate